cis-7-dodecene-1-ol C(CCCCC\C=C/CCCC)O